2-fluoro-3-formyl-6-(methoxymethoxy)benzonitrile FC1=C(C#N)C(=CC=C1C=O)OCOC